(R)-(1-(3-(4H-1,2,4-triazol-3-yl)phenyl)-1H-pyrrolo[2,3-B]pyridin-5-yl)(2-methylmorpholino)methanone N=1N=C(NC1)C=1C=C(C=CC1)N1C=CC=2C1=NC=C(C2)C(=O)N2C[C@H](OCC2)C